2,5-diamino-N,3-dimethylaniline NC1=C(NC)C=C(C=C1C)N